FC1=CC=C(C=C1)P(C1=CC=CC2=CC=CC=C12)(C1=CC=C(C=C1)F)=O di(p-fluorophenyl)naphthylphosphine oxide